2-(5-[cyclopropyl-[(1R,2R,3S,5S)-2-fluoro-8-azabicyclo[3.2.1]oct-3-yl]amino]pyrazin-2-yl)-5-(2-fluoro-6-methoxypyridin-4-yl)phenol C1(CC1)N(C=1N=CC(=NC1)C1=C(C=C(C=C1)C1=CC(=NC(=C1)OC)F)O)[C@@H]1[C@@H]([C@H]2CC[C@@H](C1)N2)F